C(C)(=O)N1CC(OCC1)CN1N=CC(=C1C(=O)NC1=NC=C(C=C1C)C#CC1=CC=CC=C1)Cl 1-((4-acetylmorpholin-2-yl)methyl)-4-chloro-N-(3-methyl-5-(phenylethynyl)pyridin-2-yl)-1H-pyrazole-5-carboxamide